rac-1-((2S,3R,4R)-2,3-dimethyl-4-(quinolin-5-ylamino)-3,4-dihydroquinolin-1(2H)-yl)ethanone, formic acid salt C(=O)O.C[C@@H]1N(C2=CC=CC=C2[C@@H]([C@H]1C)NC1=C2C=CC=NC2=CC=C1)C(C)=O |r|